(S)-6-Diazo-2-((S)-2-(2-(dimethylamino)acetamido)-3-phenylpropanamido)-5-oxohexanamide [N+](=[N-])=CC(CC[C@@H](C(=O)N)NC([C@H](CC1=CC=CC=C1)NC(CN(C)C)=O)=O)=O